BrC1=C(C=C2C(=NC(=NC2=C1F)Cl)N(C)CCO[Si](C)(C)C(C)(C)C)C(F)(F)F 7-bromo-N-[2-[tert-butyl(dimethyl)silyl]oxyethyl]-2-chloro-8-fluoro-N-methyl-6-(trifluoromethyl)quinazolin-4-amine